(S)-(-)-2-(dibenzylamino)propionaldehyde C[C@@H](C(=O)O)N(CC1=CC=CC=C1)CC2=CC=CC=C2